(R)-N-(3-(2-((2-fluoro-3-(methylsulfonyl)phenyl)amino)-5-methylpyrimidin-4-yl)-1H-indol-7-yl)-2-(piperazin-1-yl)propionamide FC1=C(C=CC=C1S(=O)(=O)C)NC1=NC=C(C(=N1)C1=CNC2=C(C=CC=C12)NC([C@@H](C)N1CCNCC1)=O)C